2,7-diazaspiro[4.5]decane-2-carboxamide C1N(CCC12CNCCC2)C(=O)N